(S)-7,8-Dichloro-10-(2-methoxyethoxy)-1-methyl-3,4,5,6-tetrahydroazepino[4,5-b]indol-2(1H)-one ClC1=C(C=C(C=2C3=C(NC12)CCNC([C@H]3C)=O)OCCOC)Cl